di-n-butyldilauryltin CCCCCCCCCCCC(=O)[O-].CCCCCCCCCCCC(=O)[O-].CCCC[Sn+2]CCCC